1-Chloro-3-(3,3-difluorocyclobutyl)benzene ClC1=CC(=CC=C1)C1CC(C1)(F)F